tert-butyl ((3R,4R)-1-(5-amino-2-(bicyclo[2.2.2]octan-1-yl)-2H-indazol-4-yl)-4-methylpyrrolidin-3-yl)carbamate NC1=C(C2=CN(N=C2C=C1)C12CCC(CC1)CC2)N2C[C@@H]([C@@H](C2)C)NC(OC(C)(C)C)=O